Tert-butyl (2-methoxy-4-(methylthio)phenethyl)carbamate COC1=C(CCNC(OC(C)(C)C)=O)C=CC(=C1)SC